6-(4,4,5,5-tetramethyl-1,3,2-dioxaborolan-2-yl)-4-(trifluoromethyl)-1,3-benzoxazol-2(3H)-one CC1(OB(OC1(C)C)C1=CC2=C(NC(O2)=O)C(=C1)C(F)(F)F)C